NC=1C=CC(=C2C(=CNC12)Cl)Cl 7-amino-3,4-dichloroindole